2-chloro-5-(2-fluoro-3-methoxyphenyl)-4-hydroxybenzonitrile ClC1=C(C#N)C=C(C(=C1)O)C1=C(C(=CC=C1)OC)F